O1[C@H](COC2=C1C=CC=C2)C2=CC=C(CN1CC(CCC1)O)C=C2 1-{4-[(2S)-2,3-dihydro-1,4-benzodioxin-2-yl]benzyl}piperidin-3-ol